[Cl-].C[N+]1=CC=C(C=C1)C1=CC=[N+](C=C1)CCCCCCCCCCCCCC.[Cl-] 1-methyl-1'-tetradecyl-4,4'-bipyridinium chloride